CC=1C2=CNN=C2C(=CC1)C 4,7-dimethyl-2H-indazole